CC=1SC(=CC1C(=O)N)C1=NC(=NC=C1C(F)(F)F)NC1CCN(CC1)S(=O)(=O)C=1C=NN(C1)C 2-methyl-5-(2-((1-((1-methyl-1H-pyrazol-4-yl)sulfonyl)piperidin-4-yl)amino)-5-(trifluoro-methyl)pyrimidin-4-yl)thiophene-3-carboxamide